7-(3-acryloyl-3,6-diazabicyclo[3.1.1]heptan-6-yl)-9-chloro-10-(2,4-difluorophenyl)-2,3-dihydro-5H-[1,4]thiazino[2,3,4-ij]quinazolin-5-one C(C=C)(=O)N1CC2N(C(C1)C2)C2=NC(N1C3=C(C(=C(C=C23)Cl)C2=C(C=C(C=C2)F)F)SCC1)=O